OCCCOCC=1C=C(C=CC1N1CCN(CC1)C)NC=1N=CC2=C(N1)NC(C=C2C#C[Si](C(C)C)(C(C)C)C(C)C)=O 2-((3-((3-hydroxypropoxy)methyl)-4-(4-methylpiperazin-1-yl)phenyl)amino)-5-((triisopropylsilyl)ethynyl)pyrido[2,3-d]pyrimidin-7(8H)-one